tert-butyl N-[[4-cyano-1-[4-(pentafluoro-λ6-sulfanyl)phenyl]indazol-3-yl]methyl]carbamate C(#N)C1=C2C(=NN(C2=CC=C1)C1=CC=C(C=C1)S(F)(F)(F)(F)F)CNC(OC(C)(C)C)=O